COPPER PYROPHOSPHATE [O-]P([O-])(=O)OP(=O)([O-])[O-].[Cu+2].[Cu+2]